C1(=CC=CC=C1)OC(=O)N1CC2=CC(=C(C=C2CC1)C=1N(C(=C(C1)C(=O)N(CCCC)CCCC)C)C)C(=O)N1CC2=CC=CC=C2C[C@H]1CN 7-{[(3S)-3-(aminomethyl)-3,4-dihydroisoquinolin-2(1H)-yl]carbonyl}-6-[4-(dibutylaminoformyl)-1,5-dimethyl-1H-pyrrol-2-yl]-3,4-dihydroisoquinolin-2(1H)-carboxylic acid phenyl ester